C(C)(C)N1C(=NN2C(C1=O)=NC=C2C=2N=CN(C2)C(C2=CC=CC=C2)(C2=CC=CC=C2)C2=CC=CC=C2)C2=NN(C=C2)C 3-Isopropyl-2-(1-methyl-1H-pyrazol-3-yl)-7-(1-trityl-1H-imidazol-4-yl)imidazo[2,1-f][1,2,4]triazin-4(3H)-one